1-((2S,5S)-4-(4,5-dichloro-1H-indole-2-carbonyl)-2,5-dimethylpiperazin-1-yl)ethan-1-one ClC1=C2C=C(NC2=CC=C1Cl)C(=O)N1C[C@@H](N(C[C@@H]1C)C(C)=O)C